vinyl-norcamphene C(=C)C12C=CC(CC1)C2